OC1[C@](O[C@@H](C1O)CO)(C)N1C(N=C(C=C1)NO)=O 1-[(2R,5R)-3,4-dihydroxy-5-(hydroxymethyl)-2-methyl-tetrahydrofuran-2-yl]-4-(hydroxyamino)pyrimidin-2-one